4-[2-(3-pyrimidin-4-ylpyrazol-1-yl)-7-tetrahydropyran-4-yl-pyrido[3,2-d]pyrimidin-4-yl]morpholine N1=CN=C(C=C1)C1=NN(C=C1)C=1N=C(C2=C(N1)C=C(C=N2)C2CCOCC2)N2CCOCC2